Butyl (S)-5-amino-4-(4-fluoro-5-(4-(hydroxyethyl)pyridin-2-yl)-1-oxoisoindolin-2-yl)-5-oxopentanoate NC([C@H](CCC(=O)OCCCC)N1C(C2=CC=C(C(=C2C1)F)C1=NC=CC(=C1)CCO)=O)=O